NC=1C(=C(C=C2C=C(N=CC12)NC(O[C@H]1C(OCC1)C)=O)C1=C(C2=C(OCCN2)N=C1)C)F (3R,4R)-2-Methyltetrahydrofuran-3-yl (8-amino-7-fluoro-6-(8-methyl-2,3-dihydro-1H-pyrido[2,3-b][1,4]oxazin-7-yl)isoquinolin-3-yl)carbamate